CC1CCC2=CC=CC=C12 3-methyl-indane